CN1N=C(C(=C1)C1=CC=2C3=C(C=NC2C=C1OC)N(C(N3C=3C(=NN(C3)CC)C)=O)C)C 8-(1,3-Dimethyl-1H-pyrazol-4-yl)-1-(1-ethyl-3-methyl-1H-pyrazol-4-yl)-7-methoxy-3-methyl-1,3-dihydroimidazo[4,5-c]-quinolin-2-one